imidazole cyanoboron salt C(#N)[B].N1C=NC=C1